COCCNC(N)=O 3-(2-methoxyethyl)urea